Methyl 3-(3-(4-isobutyrylphenoxy)azetidin-1-yl)-2-(1H-pyrrol-1-yl)benzoate C(C(C)C)(=O)C1=CC=C(OC2CN(C2)C=2C(=C(C(=O)OC)C=CC2)N2C=CC=C2)C=C1